5-isopropyl-N-(6-methyl-5-(7-(methylamino)-1,6-naphthyridin-3-yl)pyridin-3-yl)-4,5,6,7-tetrahydroisoxazolo[4,5-c]pyridine-3-carboxamide C(C)(C)N1CC2=C(CC1)ON=C2C(=O)NC=2C=NC(=C(C2)C=2C=NC1=CC(=NC=C1C2)NC)C